ClC=1C(=NC(=NC1)NC1=C(C=C(C(=C1)C)N1CCC(CC1)N1CCN(CC1)C)OC)NC=1C(=CC2=C(OCO2)C1)N(S(=O)(=O)C)C N-(6-((5-chloro-2-((2-methoxy-5-methyl-4-(4-(4-methylpiperazin-1-yl)piperidin-1-yl)phenyl)amino)pyrimidin-4-yl)amino)benzo[d][1,3]dioxol-5-yl)-N-methylmethanesulfonamide